BrC=1C=C(C(=NC1)CCO)NC(OC1COC1)=O Oxetan-3-yl (5-bromo-2-(2-hydroxyethyl)pyridin-3-yl)carbamate